COC(=O)[C@H]1N(C2=CC=CC=C2C1)C([C@H](CC(=O)O)NC(C(F)(F)F)=O)=O (3S)-4-[(2S)-2-(methoxycarbonyl)-2,3-dihydroindol-1-yl]-4-oxo-3-(2,2,2-trifluoroacetamido)butanoic acid